FC1=C(NC=2C3=C(N=CN2)C=CC(=N3)N3[C@@H]2CN([C@H](C3)C2)C(=O)OC(C)(C)C)C=C(C(=C1)O)F tert-butyl (1S,4S)-5-[4-(2,5-difluoro-4-hydroxy-anilino)pyrido[3,2-d]pyrimidin-6-yl]-2,5-diazabicyclo[2.2.1]heptane-2-carboxylate